2-(3-amino-4-methylbenzyl)isoindoline-1,3-dione NC=1C=C(CN2C(C3=CC=CC=C3C2=O)=O)C=CC1C